2,10,18-Trimethylhexatriacontane CC(C)CCCCCCCC(CCCCCCCC(CCCCCCCCCCCCCCCCCC)C)C